OC1=NC=CC=C1[C@@H](C)NC1=NC=2N(C=C1)N=CC2C(=O)NC=2C=C(C=CC2C)S(=O)(=O)OC2CCC2 cyclobutyl (1R,3R)-3-(5-(((R)-1-(2-hydroxypyridin-3-yl)ethyl)amino)pyrazolo[1,5-a]pyrimidine-3-carboxamido)4-methylbenzenesulfonate